FC(C)(C)[C@@H]1CC[C@H](CC1)C=O trans-4-(2-fluoroprop-2-yl)cyclohexanecarboaldehyde